Dichlorotrifluoropropene ClC(=CC(F)(F)F)Cl